FC1=CC=2[C@](C3=C(NC2N=C1)CC(CC3=O)(C)C)(C3=CC=CC=C3)C (5R)-3-fluoro-5,8,8-trimethyl-6-oxo-5-phenyl-9,10-dihydro-7H-benzo[b][1,8]naphthyridine